8-fluoro-7-(7-fluoro-3-(methoxymethoxy)-8-((triisopropylsilyl)ethynyl)naphthalen-1-yl)-2-(methylsulfinyl)-5-(2-(pyridine-4-ylmethyl)azetidin-1-yl)pyrido[4,3-d]pyrimidine FC1=C(N=C(C2=C1N=C(N=C2)S(=O)C)N2C(CC2)CC2=CC=NC=C2)C2=CC(=CC1=CC=C(C(=C21)C#C[Si](C(C)C)(C(C)C)C(C)C)F)OCOC